Methyl 3-cyano-4-methylthiophene-2-carboxylate C(#N)C1=C(SC=C1C)C(=O)OC